S1C(=NC2=C1C=CC=C2)NC(=O)C2=CC=C(CC1CCN(CC1)C(=O)NCC)C=C2 4-(4-(benzo[d]thiazol-2-ylcarbamoyl)benzyl)-N-ethylpiperidine-1-carboxamide